3-(5-(2-fluorophenyl)-2H-1,2,3-triazol-4-yl)benzo[c]isoxazole FC1=C(C=CC=C1)C=1C(=NNN1)C1=C2C(=NO1)C=CC=C2